C(C)OC1=C(OCC2CN(CCO2)C(=O)OCOC(=O)C=2C=NC=C(C2)C(=O)OCOC(=O)N2CC(OCC2)COC2=C(C=CC=C2)OCC)C=CC=C1 bis(((2-((2-ethoxyphenoxy) methyl)morpholine-4-carbonyl)oxy)methyl)pyridine-3,5-dicarboxylate